BrC1=CC2=CN(N=C2C(=C1)OC1=CN=NC=C1)C 5-bromo-2-methyl-7-(pyridazin-4-yloxy)indazole